5,10,15,20-tetrakis(4-cyanophenyl)porphyrin cobalt (II) [Co+2].C(#N)C1=CC=C(C=C1)C=1C2=CC=C(N2)C(=C2C=CC(C(=C3C=CC(=C(C=4C=CC1N4)C4=CC=C(C=C4)C#N)N3)C3=CC=C(C=C3)C#N)=N2)C2=CC=C(C=C2)C#N